FC=1C(=CC2=C([C@@H](N(C(O2)=O)CC2=C(C(=CC=C2)NS(NC)(=O)=O)F)C)C1)OC=1N=NC=CC1 (S)-6-fluoro-3-({2-fluoro-3-[(methylsulfamoyl)amino]phenyl}methyl)-4-methyl-7-(pyridazin-3-yloxy)-3,4-dihydro-2H-1,3-benzoxazin-2-one